1-[(4aR,8aS)-4-[6-[2-hydroxy-6-methyl-4-(trifluoromethyl)phenyl]pyridazin-3-yl]-3,4a,5,7,8,8a-hexahydro-2H-pyrido[4,3-b][1,4]oxazin-6-yl]ethanone OC1=C(C(=CC(=C1)C(F)(F)F)C)C1=CC=C(N=N1)N1[C@H]2[C@@H](OCC1)CCN(C2)C(C)=O